CC1=C(C=CC(=C1)C)C=1C=CC(=NC1)C(=O)NC(C(=O)NC)CC1CCN(CC1)C(CC=1C=C2C(=CC(NC2=CC1)=O)C)=O 5-(2,4-dimethylphenyl)-N-(3-(1-(2-(4-methyl-2-oxo-1,2-dihydroquinolin-6-yl)acetyl)piperidin-4-yl)-1-(methylamino)-1-oxopropan-2-yl)picolinamide